BrC1=C2C=C(C=NC2=CC=C1)C(=O)O 5-Bromoquinolin-3-carboxylic acid